ClC1=CC=CC(=N1)N1N=C(C2=CC=CC=C12)I 1-(6-chloro-2-pyridyl)-3-iodo-indazole